7-chloro-1-methyl-N-(3-(4-methyl-1H-imidazol-1-yl)-5-(trifluoromethyl)phenyl)-6-((4-(methylamino)pyrazolo[1,5-a]pyrazin-3-yl)oxy)-1H-imidazo[4,5-b]pyridin-2-amine ClC1=C2C(=NC=C1OC=1C=NN3C1C(=NC=C3)NC)N=C(N2C)NC2=CC(=CC(=C2)C(F)(F)F)N2C=NC(=C2)C